(7-((2S,5R)-5-ethyl-4-((4-fluorophenyl)(5-(trifluoromethyl)pyridin-2-yl)methyl)-2-methylpiperazin-1-yl)-4-methyl-5-oxo-4,5-dihydro-2H-pyrazolo[4,3-b]pyridin-2-yl)acetonitrile C(C)[C@H]1N(C[C@@H](N(C1)C=1C=2C(N(C(C1)=O)C)=CN(N2)CC#N)C)C(C2=NC=C(C=C2)C(F)(F)F)C2=CC=C(C=C2)F